methylimidazole acetate salt C(C)(=O)O.CC=1NC=CN1